Cl.Cl.O[C@@H]1[C@H](NCCC1)CCCN1C=NC=2N(C(N(C(C12)=O)C)=O)CC(C)C 7-(3-((2R,3S)-3-hydroxypiperidin-2-yl)propyl)-3-isobutyl-1-methyl-1H-purine-2,6(3H,7H)-dione dihydrochloride